FC1=C(C2=C([C@@H](C3=C(SC2)C2=C(C=C3)SC=C2)N2N3C(=CN4[C@H]2COCC4)C(=CC=C3)O)C=C1)F (R)-12-((S)-9,10-difluoro-6,11-dihydrobenzo[e]thieno[2',3':5,6]benzo[1,2-b]thiepin-6-yl)-7-hydroxy-3,4,12,12a-tetrahydro-1H-[1,4]oxazino[3,4-c]pyrido[2,1-f][1,2,4]triazine